C(C)(C)(C)OC(=O)N1[C@@H](CCC1=O)CCO[Si](C)(C)C(C)(C)C (S)-2-(2-((tert-butyldimethylsilyl)oxy)ethyl)-5-oxopyrrolidine-1-carboxylic acid tert-butyl ester